NC=1C(=NC(=CN1)C=1C=NN(C1)CC(C)(C)O)C=1C=CC(N(N1)C1=CC(=CC(=C1)OC)OC)=O 6-(3-Amino-6-(1-(2-hydroxy-2-methylpropyl)-1H-pyrazol-4-yl)pyrazin-2-yl)-2-(3,5-dimethoxyphenyl)pyridazin-3(2H)-on